C(CCC)N1C([C@H](NC(C12CCN(CC2)CC2=CC=C(C=C2)OC2=C(C=C(C=C2C)C(=O)O)C)=O)[C@@H](C2CCCCC2)O)=O (3R)-1-butyl-2,5-dioxo-3-((1R)-1-hydroxy-1-cyclohexylmethyl)-9-(4-(4-carboxy-2,6-dimethylphenoxy)phenylmethyl)-1,4,9-triazaspiro[5.5]undecane